1,2-dioleoyloxy-3-[trimethylammonio]-propane C(CCCCCCC\C=C/CCCCCCCC)(=O)OCC(C[N+](C)(C)C)OC(CCCCCCC\C=C/CCCCCCCC)=O